C(C)(C)(C)OC(=O)N[C@H](CC1=C(C2=NC(=CC(=C2S1)N(C(OC(C)(C)C)=O)CC=1OC=CC1)Cl)C1CC1)C tert-butyl (S)-(2-(2-((tert-butoxycarbonyl)amino)propyl)-5-chloro-3-cyclopropylthieno[3,2-b]pyridin-7-yl)(furan-2-ylmethyl)carbamate